(E)-dodeca-2-enal C(\C=C\CCCCCCCCC)=O